tert-butyl (2R,3S,4S)-4-[(tert-butoxycarbonyl)oxy]-3-(3,3-difluorocyclobutanecarbonyloxy)-2-[(4-methoxyphenyl)methyl]pyrrolidine-1-carboxylate C(C)(C)(C)OC(=O)O[C@@H]1[C@H]([C@H](N(C1)C(=O)OC(C)(C)C)CC1=CC=C(C=C1)OC)OC(=O)C1CC(C1)(F)F